FC(C(=O)O)(F)F.ClC1=C(OC2CNC2)C=CC=C1C1CC1 3-(2-Chloro-3-cyclopropylphenoxy)azetidine, Trifluoroacetate Salt